[N+](=O)([O-])C1=C(C=C(C=C1)OC(F)(F)F)O 2-nitro-5-(trifluoromethoxy)phenol